FC(OC1=NC=C(C(=O)NCC2=C3C(=NNC3=CC=C2)C)C=C1F)F 6-(difluoromethoxy)-5-fluoro-N-((3-methyl-1H-indazol-4-yl)methyl)nicotinamide